FC1=C(C=CC=C1F)NC(CC1=CC=C(C=C1)C1=CC=2N(C=C1)N=CN2)=O N-(2,3-Difluorophenyl)-2-[4-([1,2,4]triazolo[1,5-a]pyridin-7-yl)phenyl]acetamide